L-N-(1H-indol-3-ylacetyl)aspartic acid N1C=C(C2=CC=CC=C12)CC(=O)N[C@@H](CC(=O)O)C(=O)O